3,4-DIHYDRO-2H,15'H-SPIRO[NAPHTHALENE-1,22'-[20]OXA[13]THIA[1,14]DIAZATETRACYCLO[14.7.2.0~3,6~.0~19,24~]PENTACOSA[8,16,18,24]TETRAEN]-15'-ONE 13',13'-DIOXIDE N12CC3CCC3CC=CCCCS(NC(C3=CC=C(OCC4(C1)CCCC1=CC=CC=C14)C2=C3)=O)(=O)=O